COC1=C2CCC(CC2=C(C=C1)OC)NC 5,8-dimethoxy-N-methyl-1,2,3,4-tetrahydronaphthalen-2-amine